BrC1=CC=CC(=N1)OCCCNC 3-[(6-bromo-2-pyridyl)oxy]-N-methyl-propan-1-amine